C(CCCCCCCCCCCCCCC)N1C(=C(C(C=C1)=O)OC1OCCCC1)C#N N-hexadecyl-2-cyano-3-tetrahydropyranyloxypyridin-4-one